(5s,8s)-N-(2-chloro-4-fluoro-6-(hydroxymethyl)benzyl)-5-fluoro-8-hydroxy-5,6,7,8-tetrahydroquinoline-5-carboxamide ClC1=C(CNC(=O)[C@]2(C=3C=CC=NC3[C@H](CC2)O)F)C(=CC(=C1)F)CO